tert-butyl (S)-3-((5-((8-fluoro-2-methylimidazo[1,2-a]pyridin-6-yl)carbamoyl)pyrazin-2-yl)oxy)pyrrolidine-1-carboxylate FC=1C=2N(C=C(C1)NC(=O)C=1N=CC(=NC1)O[C@@H]1CN(CC1)C(=O)OC(C)(C)C)C=C(N2)C